4-{(1S,3S)-3-[3-(3,3-difluorocyclobutyl)-1,2,4-oxadiazol-5-yl]-2,2-dimethylcyclopropyl}benzenesulfonamide FC1(CC(C1)C1=NOC(=N1)[C@@H]1C([C@H]1C1=CC=C(C=C1)S(=O)(=O)N)(C)C)F